5-methoxy-2-(1H-1,2,4-triazol-1-yl)benzoic acid COC=1C=CC(=C(C(=O)O)C1)N1N=CN=C1